Z-l-3-octadecynyl acetate C(C)(=O)OCCC#CCCCCCCCCCCCCCC